2-(8-oxa-3-azabicyclo[3.2.1]octane-3-carbonyl)-7-(4-(imidazo[1,2-a]pyridin-3-yl)-2,5-dioxo-2,5-dihydro-1H-pyrrol-3-yl)-1,2,3,4-tetrahydro-[1,4]diazepino[6,7,1-hi]indole-9-carbonitrile C12CN(CC(CC1)O2)C(=O)N2CCN1C=C(C3=CC(=CC(=C13)C2)C#N)C=2C(NC(C2C2=CN=C1N2C=CC=C1)=O)=O